4-{octahydropyrrolo[3,2-b]pyrrole-1-carbonyl}-1-[3-(trifluoromethyl)phenyl]piperidine hydrochloride Cl.N1(C2C(CC1)NCC2)C(=O)C2CCN(CC2)C2=CC(=CC=C2)C(F)(F)F